CS(=O)(=O)[O-].C(CCCCCC)[NH+]1C(CCCC1)C 1-heptyl-2-Methylpiperidinium methanesulfonate